3-(4-(1H-pyrazol-4-yl)phenyl)-1-(2,3-difluorobenzyl)-1,3,8-triazaspiro[4.5]decan-2-one N1N=CC(=C1)C1=CC=C(C=C1)N1C(N(C2(C1)CCNCC2)CC2=C(C(=CC=C2)F)F)=O